N-[6-chloro-5-(trifluoromethoxy)-3-pyridyl]ethanesulfonamide ClC1=C(C=C(C=N1)NS(=O)(=O)CC)OC(F)(F)F